2,4-dibromo-5-fluorotoluene BrC1=C(C)C=C(C(=C1)Br)F